ClC=1C=CC=2C(=NC=C(N2)N2CCC3(CC2)C(C=2C(=NC=C(C2)OC)C3)N)N1 1'-(6-chloropyrido[2,3-b]pyrazin-2-yl)-3-methoxy-5,7-dihydrospiro[cyclopenta[b]pyridine-6,4'-piperidin]-5-amine